CCCCCCCCC(CCCCCCCC)OC(CCCCCCCN(CCCCCC(OCCCCCCCCCCC)=O)CC(CN(CCCCCCCC(=O)OC(CCCCCCCC)CCCCCCCC)CCCCCC(OCCCCCCCCCCC)=O)CO)=O heptadecan-9-yl 8-{[2-({[8-(heptadecan-9-yloxy)-8-oxooctyl][6-oxo-6-(undec-yloxy)hexyl]-amino}meth-yl)-3-hydroxypropyl]-[6-oxo-6-(undecyloxy)-hexyl]amino}octanoate